Cl.FC(C(=O)N(C)C)F 2,2-difluoro-N,N-dimethyl-acetamide hydrochloride